C1(CC1)[C@H](C)NC(=O)C=1C=NC(=C(C1)C1=CC(=CC=C1)OC(F)F)OC N-[(1S)-1-cyclopropylethyl]-5-[3-(difluoromethoxy)phenyl]-6-methoxypyridine-3-carboxamide